COC=1C=C2C(=NC=NC2=CC1C=1C=NNC1)N1CCN(CCC1)S(=O)(=O)N 4-(6-methoxy-7-(1H-pyrazol-4-yl)quinazolin-4-yl)-1,4-diazepan-1-sulfonamide